N-(((2R,3R,4R,5R)-3-((tert-butyldimethylsilyl)oxy)-5-(2,4-dioxo-3,4-dihydropyrimidin-1(2H)-yl)-4-methoxytetrahydrofuran-2-yl)methoxy)-N-palmitoylpalmitamide [Si](C)(C)(C(C)(C)C)O[C@@H]1[C@H](O[C@H]([C@@H]1OC)N1C(NC(C=C1)=O)=O)CON(C(CCCCCCCCCCCCCCC)=O)C(CCCCCCCCCCCCCCC)=O